4-(4-(1-((5-(2,4-difluorophenoxy)pyridin-2-yl)amino)-1-oxopropan-2-yl)-2,2-dimethylpiperazine-1-carbonyl)pyridine 1-oxide FC1=C(OC=2C=CC(=NC2)NC(C(C)N2CC(N(CC2)C(=O)C2=CC=[N+](C=C2)[O-])(C)C)=O)C=CC(=C1)F